5-(2,4-difluorophenyl)-N-[2-(1-methylpyrazol-4-yl)-2-[6-(5-methyl-3-pyridyl)-2-pyridyl]propyl]isoxazole-3-carboxamide FC1=C(C=CC(=C1)F)C1=CC(=NO1)C(=O)NCC(C)(C1=NC(=CC=C1)C=1C=NC=C(C1)C)C=1C=NN(C1)C